CC(C)(C)S(=O)NC(C)C1=C(C(=CC=C1)C(F)(F)F)C 2-methyl-N-(1-(2-methyl-3-(trifluoromethyl)phenyl)ethyl)propane-2-sulfinamide